C1(=CC=CC=C1)P([C-]1C=CC=C1)C1=CC=CC=C1.[C-]1(C=CC=C1)P(C1=CC=CC=C1)C1=CC=CC=C1.[Fe+2] 1,1'-di(diphenylphosphino)-ferrocen